C(C)(C)N=S(=O)(C=1C=NC(=NC1)N1CCN(CC1)C(C)C=1C=CC2=C(N=C(S2)C)C1)C (isopropylimino)(methyl)(2-(4-(1-(2-methylbenzo[d]thiazol-5-yl)ethyl)piperazin-1-yl)pyrimidin-5-yl)-λ6-sulfanone